N-[1,4,8,11-tetraazacyclotetradecanyl-1,4-phenylenebis(methylene)]-4-aminobenzylamine C1CNCCNCCCN(CCNC1)CC2=CC=C(C=C2)CNCC3=CC=C(C=C3)N